5-[[2-[2-(6-Isoquinolyl)-5-methyl-1-piperidyl]-2-oxo-acetyl]amino]-2-methoxy-pyridine-3-carboxamide C1=NC=CC2=CC(=CC=C12)C1N(CC(CC1)C)C(C(=O)NC=1C=C(C(=NC1)OC)C(=O)N)=O